ClCC1=NN=CN1C (chloromethyl)-4-methyl-4H-1,2,4-triazole